[Ca+2].C(\C=C\C=C\C)(=O)[O-].C(\C=C\C=C\C)(=O)[O-] Sorbic acid calcium salt